tris(2,3,4,6-tetrafluorophenyl)borane FC1=C(C(=CC(=C1F)F)F)B(C1=C(C(=C(C=C1F)F)F)F)C1=C(C(=C(C=C1F)F)F)F